3-(2-hydroxyethyl)-1-methyl-1H-pyrazole-5-carboxylic acid methyl ester COC(=O)C1=CC(=NN1C)CCO